methyl 5-methylene-2-oxo-2,5,6,7-tetrahydro-1H-cyclopenta[b]pyridine-3-carboxylate C=C1CCC=2NC(C(=CC21)C(=O)OC)=O